N1=CC=CC2=C(C=CC=C12)CCCC(=O)N1CCN(CC1)C1=CC=NC=C1C#N 4-(4-(4-(quinolin-5-yl)butanoyl)piperazin-1-yl)nicotinonitrile